BrCCCOC1=C(OC2=CC(=CC=C2C1=O)OC)C1=CC=C(C=C1)Br 3-(3-bromopropoxy)-7-methoxy-2-(4-bromophenyl)-4H-chromen-4-one